FC=1C(=CC(=C(C1)N1CCCCC1)[N+](=O)[O-])N1N=NN=C1 1-(5-fluoro-2-nitro-4-(1H-tetrazol-1-yl)phenyl)piperidine